C(#N)CC=1C=CC(=NC1)NC1=CC(=NC=2C=CN(C(C12)=O)CC1=CC=C(C=C1)OC)C1=C(C=C(C=C1)NC(=O)C1CCCCC1)F N-(4-(4-((5-(cyanomethyl)pyridin-2-yl)amino)-6-(4-methoxybenzyl)-5-oxo-5,6-dihydro-1,6-naphthyridin-2-yl)-3-fluorophenyl)cyclohexanecarboxamide